ClC1=C(C=CC=C1)C1=NC=2N(C(N(C(C2N1C1=CC=C(C=C1)Cl)=O)CC1(CC1)C(=O)N)=O)CC1CCS(CC1)(=O)=O 1-[[8-(2-chlorophenyl)-7-(4-chlorophenyl)-3-[(1,1-dioxo-1λ6-thian-4-yl)methyl]-2,6-dioxopurin-1-yl]methyl]cyclopropane-1-carboxamide